8-(1-fluoro-2-bromoethyl)-2-trifluoromethyl-2H-benzopyran-3-carboxylate FC(CBr)C1=CC=CC=2C=C(C(OC21)C(F)(F)F)C(=O)[O-]